triethylphenyl phosphate P(=O)(OC1=C(C(=C(C=C1)CC)CC)CC)([O-])[O-]